3-(2-fluorobenzyl)-7-hydroxy-5-methyl-3,5-dihydro-4H-pyridazino[4,5-b]indol-4-on FC1=C(CN2N=CC3=C(N(C=4C=C(C=CC34)O)C)C2=O)C=CC=C1